1,3-bis[5-(1-methylpropoxy)pentyl]imidazolium tert-Butyl-3-(4-(hydroxymethyl)pyridin-2-yl)pyrrolidine-1-carboxylate C(C)(C)(C)OC(=O)N1CC(CC1)C1=NC=CC(=C1)CO.CC(CC)OCCCCCN1C=[N+](C=C1)CCCCCOC(CC)C